C(C)(C)(C)C=1C=CC(=NC1)C1=CC=C2C=NC(=NN21)N[C@H]2[C@@H](COCC2)O (3S,4R)-4-((7-(5-(tert-butyl)pyridin-2-yl)pyrrolo[2,1-f][1,2,4]triazin-2-yl)amino)tetrahydro-2H-pyran-3-ol